tri(behenyl) phosphate P(=O)(OCCCCCCCCCCCCCCCCCCCCCC)(OCCCCCCCCCCCCCCCCCCCCCC)OCCCCCCCCCCCCCCCCCCCCCC